6-(3-cyanopyrrolo[1,2-b]pyridazin-7-yl)-4-(cyclopropylamino)pyridine-3-carboxylic acid C(#N)C1=CC=2N(N=C1)C(=CC2)C2=CC(=C(C=N2)C(=O)O)NC2CC2